1-Naphthoylmethyl-(1-azonia-4-azabicyclo[2.2.2]octane) C1(=CC=CC2=CC=CC=C12)C(=O)C[N+]12CCN(CC1)CC2